C12(CC3CC(CC(C1)C3)C2)NS(=O)(=O)C2=CC=C(CCNC(C3=CC(=CC=C3)OCC3CCCC3)=O)C=C2 N-(4-(N-((3R,5R)-adamantan-1-yl)aminosulfonyl)phenethyl)-3-(cyclopentylmethoxy)benzamide